Pentabromotoluol BrC1=C(C(=C(C(=C1C)Br)Br)Br)Br